ClC=1C(=C(C=CC1F)[C@H](NC(=O)[C@H]1NC(NC1)=O)C=1C=NC(=CC1)OCC(F)(F)F)F |&1:8| (S)-N-((R and S)-(3-chloro-2,4-difluoro-phenyl)(6-(2,2,2-trifluoroethoxy)pyridin-3-yl)methyl)-2-oxoimidazolidine-4-carboxamide